(5-bromo-1H-indol-3-yl)(1-(((tert-butyldiphenylsilyl)oxy)methyl)cyclobutyl)methanone BrC=1C=C2C(=CNC2=CC1)C(=O)C1(CCC1)CO[Si](C1=CC=CC=C1)(C1=CC=CC=C1)C(C)(C)C